[3-[4-(7H-pyrrolo[2,3-d]pyrimidin-4-yl)-1H-pyrazol-1-yl]-1-(1-{[2-(trifluoromethyl)pyrimidin-4-yl]carbonyl}piperidin-4-yl)azetidin-3-yl]acetonitrile N1=CN=C(C2=C1NC=C2)C=2C=NN(C2)C2(CN(C2)C2CCN(CC2)C(=O)C2=NC(=NC=C2)C(F)(F)F)CC#N